(S)-methyl 5-(4-((2-chloro-6-fluorophenyl)carbamoyl)-2-fluoro-5-((1,1,1-trifluoropropan-2-yl)oxy)phenyl)-1-cyclopropyl-1H-pyrazole-3-carboxylate ClC1=C(C(=CC=C1)F)NC(=O)C1=CC(=C(C=C1O[C@H](C(F)(F)F)C)C1=CC(=NN1C1CC1)C(=O)OC)F